N1CCC(CC1)OC=1C=C(C=CC1)S(=O)(=O)N1CCC(CC1)NC(OC(C)(C)C)=O tert-butyl (1-((3-(piperidin-4-yloxy)-phenyl)-sulfonyl)piperidin-4-yl)carbamate